FC1(C(C(C(S1(=O)=O)(F)F)(CF)F)(F)F)F heptafluoro-3-(fluoromethyl)sulfolane